C1(=CC=CC=C1)C(CC)C1(CC1)O 1-(1-phenylpropyl)cyclopropane-1-ol